3-(5-((2-((((1R,4R)-4-methoxycyclohexyl)methyl)amino)cyclopentyl)oxy)-1-oxoisoindolin-2-yl)piperidine-2,6-dione COC1CCC(CC1)CNC1C(CCC1)OC=1C=C2CN(C(C2=CC1)=O)C1C(NC(CC1)=O)=O